N-(2-(2-(2-(4-(6,8-dichloro-2-methyl-1,2,3,4-tetrahydroisoquinolin-4-yl)phenylsulfonamido)ethoxy)ethoxy)ethyl)acetamide ClC=1C=C2C(CN(CC2=C(C1)Cl)C)C1=CC=C(C=C1)S(=O)(=O)NCCOCCOCCNC(C)=O